C(C1=CC=CC=C1)OCCOCCOCCOC=1C=C2C(=CN1)NN=C2 5-[2-[2-(2-benzyloxyethoxy)ethoxy]ethoxy]-1H-pyrazolo[3,4-c]pyridine